C(C)OCCNC(=O)C1CN(C1)C1=CC(=C2C(C(=CN(C2=N1)C1=NC(=NS1)OC)C(=O)O)=O)C 7-{3-[(2-ethoxyethyl)carbamoyl]azetidin-1-yl}-1-(3-methoxy-1,2,4-thiadiazol-5-yl)-5-methyl-4-oxo-1,4-dihydro-1,8-naphthyridine-3-carboxylic acid